N,N-diethyl-propylamine C(C)N(CC)CCC